4-(5-((tert-Butoxycarbonyl)amino)thiazol-2-yl)-3,6-dihydropyridine-1(2H)-carboxylic acid benzyl ester C(C1=CC=CC=C1)OC(=O)N1CCC(=CC1)C=1SC(=CN1)NC(=O)OC(C)(C)C